C1C([NH+]=C(S1)N)C(=O)[O-] The molecule is an amino acid zwitterion obtained from 2-amino-Delta(2)-thiazoline-4-carboxylic acid by the transfer of a proton from the carboxy group to the thiazoline nitrogen. The major species at pH 7.3. It is a tautomer of a 2-amino-Delta(2)-thiazoline-4-carboxylic acid.